C[C@H]1N(CCOC1)C1=NC(=NC(=C1)N1CCOCC1)C1=C2C(=NC=C1)NC=C2 (R)-3-methyl-4-(6-morpholino-2-(1H-pyrrolo[2,3-b]pyridin-4-yl)pyrimidin-4-yl)morpholine